10-METHOXYPYRAZOLO[5,1-A]ISOQUINOLINE-5-CARBALDEHYDE COC=1C=CC=C2C=C(N3C(C12)=CC=N3)C=O